nicotin oxide [N+]1(=CC=CC(=C1)C1N(C)CCC1)[O-]